N-β-alanylglycine NCCC(=O)NCC(=O)O